FC1=C2C(=CN=CC2=CC=C1)N1C(N(C2=C(C1=O)C(CC2)CC(F)(F)F)CC#N)=O 2-(3-(5-fluoroisoquinolin-4-yl)-2,4-dioxo-5-(2,2,2-trifluoroethyl)-2,3,4,5,6,7-hexahydro-1H-cyclopenta[d]pyrimidin-1-yl)acetonitrile